4-(3-(1,1-difluoroethyl)-4-methyl-1-((3,3,4,4-tetrafluorocyclopentyl)methyl)-1H-pyrazole-5-carboxamido)picolinamide FC(C)(F)C1=NN(C(=C1C)C(=O)NC1=CC(=NC=C1)C(=O)N)CC1CC(C(C1)(F)F)(F)F